2,6-dichlorobenzoquinone chloroimine ClN=C1C(=CC(C=C1Cl)=O)Cl